N=1C=NN2C1C=CC(=C2)C=2C=C(C=CC2)C([2H])([2H])NCC(O)C2=CC(=C(C=C2)Cl)Cl 2-(((3-([1,2,4]triazolo[1,5-a]pyridin-6-yl)phenyl)methyl-d2)amino)-1-(3,4-dichlorophenyl)ethan-1-ol